methyl 4-(2-(2-(3-(3-bromophenyl)-3-oxopropyl)-5-oxopyrazolidin-1-yl) ethyl)-2-hydroxybenzoate BrC=1C=C(C=CC1)C(CCN1N(C(CC1)=O)CCC1=CC(=C(C(=O)OC)C=C1)O)=O